CC=1C=C(C[C@@H](N)C(=O)O)C=CC1 3-methyl-D-phenylalanine